1-(4-((tetrahydrofuran-3-yl)oxy)phenyl)ethan-1-one O1CC(CC1)OC1=CC=C(C=C1)C(C)=O